N(=[N+]=[N-])OC(/C=C/C=1C2=C(SC1)C=CS2)=O (E)-3-(3-(Azidooxy)-3-Oxoprop-1-En-1-Yl)Thieno[3,2-b]Thiophene